3-(4-bromo-5-(((1-(4-((1R,2S)-6-hydroxy-2-phenyl-1,2,3,4-tetrahydronaphthalen-1-yl)phenyl)piperidin-4-yl)(methyl)amino)methyl)-1-oxoisoindolin-2-yl)piperidine-2,6-dione BrC1=C2CN(C(C2=CC=C1CN(C)C1CCN(CC1)C1=CC=C(C=C1)[C@H]1[C@H](CCC2=CC(=CC=C12)O)C1=CC=CC=C1)=O)C1C(NC(CC1)=O)=O